OPCCP hydroxyethylenediphosphine